BrC1=C(OCC(=O)N2C[C@@H]3N(C(C4=C(NC3=O)C=CC(=C4)C4=CC(=CC(=C4)C(F)(F)F)O)=O)CC2)C=CC(=C1)OC(F)(F)F (S)-2-(2-(2-Bromo-4-(trifluoromethoxy)phenoxy)acetyl)-8-(3-hydroxy-5-(trifluoromethyl)phenyl)-1,3,4,12a-tetrahydrobenzo[e]pyrazino[1,2-a][1,4]diazepine-6,12(2H,11H)-dione